ClC1=C(C=C(C=C1F)B(O)O)F (4-chloro-3,5-difluorophenyl)boronic acid